1-N-[4-[6-carbamoyl-7-(3-morpholin-4-ylpropylamino)quinolin-4-yl]oxyphenyl]-1-N'-(4-fluorophenyl)cyclopropane-1,1-dicarboxamide C(N)(=O)C=1C=C2C(=CC=NC2=CC1NCCCN1CCOCC1)OC1=CC=C(C=C1)NC(=O)C1(CC1)C(=O)NC1=CC=C(C=C1)F